17-(cyclopropylmethyl)-3-trifluoromethanesulfonyl-4,14-dihydroxymorphinan-6-one C1(CC1)CN1[C@H]2[C@@]3(CCC(C[C@@]3(C=3C(=C(C=CC3C2)S(=O)(=O)C(F)(F)F)O)CC1)=O)O